S1C=NC2=C1C=1C=CC(=CC1OC2)CNC(=O)[C@H]2N(C[C@@H](C2)O)C([C@H](C(C)(C)C)N)=O (2S,4R)-N-((4H-chromeno[3,4-d]thiazol-7-yl)methyl)-1-((S)-2-amino-3,3-dimethylbutanoyl)-4-hydroxypyrrolidine-2-carboxamide